6-chloro-N-(4-chloro-2,5-difluorophenyl)-7-(methylsulfonyl)-1H-indole-3-sulfonamide ClC1=CC=C2C(=CNC2=C1S(=O)(=O)C)S(=O)(=O)NC1=C(C=C(C(=C1)F)Cl)F